C(C)(C)(C)OC(=O)N1[C@@H]2CC[C@H]([C@H]1C(=O)O)C2 (1R,3S,4S)-N-tert-butoxycarbonyl-2-azabicyclo[2.2.1]heptane-3-carboxylic acid